Tert-butyl (S)-(9-(4-((1-(3-fluoropropyl)pyrrolidin-3-yl)oxy)phenyl)-8-phenyl-6,7-dihydro-5H-benzo[7]annulen-3-yl)carbamate FCCCN1C[C@H](CC1)OC1=CC=C(C=C1)C1=C(CCCC2=C1C=CC(=C2)NC(OC(C)(C)C)=O)C2=CC=CC=C2